ClC(OC1=CC=C(C=C1)NC(=O)C=1C=C2C(N(C(C2=C(C1)C1=CC=NN1)(C)C)C)=O)(F)F N-(4-(chlorodifluoromethoxy)phenyl)-1,1,2-trimethyl-3-oxo-7-(1H-pyrazol-5-yl)isoindoline-5-carboxamide